NCCNCC(=O)OC(C)(C)C tert-butyl (2-aminoethyl)glycinate